5-((3-Hydroxypyrrolidin-1-yl)methyl)thiophene-2-carbonitrile OC1CN(CC1)CC1=CC=C(S1)C#N